t-butyl-1-((6-(1H-Pyrazol-1-yl)pyridin-3-yl)carbamoyl)-6-azaspiro[2.5]octane C(C)(C)(C)C1(CC12CCNCC2)C(NC=2C=NC(=CC2)N2N=CC=C2)=O